(6-chloro-3-(ethylthio)pyridin-2-yl)-1-methyl-1H-benzimidazole-5-nitrile ClC1=CC=C(C(=N1)C1=NC2=C(N1C)C=CC(=C2)C#N)SCC